sodium nitrate, ruthenium salt [Ru+3].[N+](=O)([O-])[O-].[Na+].[N+](=O)([O-])[O-].[N+](=O)([O-])[O-].[N+](=O)([O-])[O-]